platinum-copper-zinc [Zn].[Cu].[Pt]